1-(9Z,12Z,15Z-octadecatrienoyl)-2-docosanoyl-glycero-3-phospho-(1'-sn-glycerol) CCCCCCCCCCCCCCCCCCCCCC(=O)O[C@H](COC(=O)CCCCCCC/C=C\C/C=C\C/C=C\CC)COP(=O)(O)OC[C@H](CO)O